4-(4-bromo-2-methylbenzenesulfonyl)-6-fluoro-1,5-dimethyl-1,2,3,4-tetrahydroquinoxaline BrC1=CC(=C(C=C1)S(=O)(=O)N1CCN(C2=CC=C(C(=C12)C)F)C)C